NC=1N=NC(=CC1N1CCC2(CN(CCO2)C(=O)OCC2=CC=CC=C2)CC1)C1=C(C=CC=C1)OCOC benzyl 9-[3-amino-6-[2-(methoxymethoxy) phenyl] pyridazin-4-yl]-1-oxa-4,9-diazaspiro[5.5]undecane-4-carboxylate